C1(=CC=CC=C1)OS(=O)(=O)[O-].C1(=CC=CC=C1)[S+](C1=CC=CC=C1)C1=CC=CC=C1 triphenyl-sulfonium phenyl-sulfate